(E)-(3-(6-(2-(3-methylbenzylidene)hydrazinyl)-2-morpholino-9H-purin-9-yl)azetidin-1-yl)(phenyl)methanone CC=1C=C(\C=N\NC2=C3N=CN(C3=NC(=N2)N2CCOCC2)C2CN(C2)C(=O)C2=CC=CC=C2)C=CC1